O=C1NC2=CC=C(N=C2C=C1)C(F)(F)F 2-oxo-6-(trifluoromethyl)1,5-naphthyridin